ClC(/C(=C(\C(F)(F)F)/Cl)/Cl)(F)F Z-1,2,3-trichloro-1,1,4,4,4-pentafluoro-2-butene